(2-(difluoromethoxy)pyridin-4-yl)(2H2)methylamine hydrochloride Cl.FC(OC1=NC=CC(=C1)C([2H])([2H])N)F